(2,2,2-trifluoroethyl) chloroiodophosphate P(=O)(OCC(F)(F)F)(I)Cl